S(=O)(=O)(O)C(CN1CN(C=C1)C)C 1-(2-sulfopropyl)-3-methylimidazole